2-(4-{[(3R,5R)-5-fluoro-1-methylpiperidin-3-yl]amino}imidazo[1,5-d][1,2,4]triazin-1-yl)-5-(trifluoromethyl)phenol F[C@@H]1C[C@H](CN(C1)C)NC1=NN=C(C=2N1C=NC2)C2=C(C=C(C=C2)C(F)(F)F)O